1-(3-chloro-8-hydroxy-4,5-dimethyl-6,7,8,9-tetrahydropyrido[3,2-b]indolizin-7-yl)-2-oxopyrrolidin ClC1=C(C=2C(=C3CC(C(CN3C2N=C1)O)N1C(CCC1)=O)C)C